5,5'-methylenebis(6-hydroxy-2-naphthamide) C(C1=C2C=CC(=CC2=CC=C1O)C(=O)N)C1=C2C=CC(=CC2=CC=C1O)C(=O)N